((1-methyl-1H-benzo[d]imidazol-2-yl)methoxy)-1-(1-methyl-1H-tetrazol-5-yl)-4-phenyl-1H-benzo[d]imidazole CN1C(=NC2=C1C=CC=C2)COC2=NC1=C(N2C2=NN=NN2C)C=CC=C1C1=CC=CC=C1